C(C)(C)(C)OC(=O)N1CC(N(CC1)CC=1N(C2=NC(=NC(=C2N1)N1CCOCC1)Cl)C)=O 4-((2-chloro-9-methyl-6-morpholino-9H-purin-8-yl)methyl)-3-oxopiperazine-1-carboxylic acid tert-butyl ester